Cl.Cl.FC(CNC(C)C1=CNC(C2=CC=CC=C12)=O)F 4-(1-((2,2-Difluoroethyl)amino)ethyl)isoquinolin-1(2H)-one dihydrochloride